2-((3-bromo-4-methylphenoxy)methyl)oxirane BrC=1C=C(OCC2OC2)C=CC1C